(3-(2-chloro-N-methyl-5-nitrobenzoylamino)-2,6-difluorophenyl)(methyl)carbamic acid tert-butyl ester C(C)(C)(C)OC(N(C)C1=C(C(=CC=C1F)N(C)C(C1=C(C=CC(=C1)[N+](=O)[O-])Cl)=O)F)=O